C(CCCCCCCC)OC(=O)C1C(CCCC1)C(=O)OCCCCCCCCC cyclohexane-1,2-dicarboxylic acid di-n-nonyl ester